B(OC(CCCCC)C(F)(F)F)([O-])[O-].[K+].[K+] Potassium trifluoroheptan-6-yl borate